2-[2-(acetamido)vinyl]-1,1-dimethyl-3-(4-sulfobutyl)-1H-benzo[e]indole C(C)(=O)NC=CC1N(C=2C=CC3=C(C2C1(C)C)C=CC=C3)CCCCS(=O)(=O)O